3-OXO-3-(PYRIDIN-2-YL)PROPANAL O=C(CC=O)C1=NC=CC=C1